C(#N)C=1C=NC=CC1B(O)O 3-CYANOPYRIDINE-4-BORONIC ACID